ethyl 1-(6-(3,3-difluorobutyl)-5-iodo-pyrazin-2-yl)piperidine-4-carboxylate FC(CCC1=C(N=CC(=N1)N1CCC(CC1)C(=O)OCC)I)(C)F